COC(CCN1CCC2(CC(C2)C#CC2=CC=C(C=C2)C2=CC(=NO2)CN2C(=NC=C2)[C@H](C)O)CC1)=O (S)-3-(2-((4-(3-((2-(1-hydroxyethyl)-1H-imidazol-1-yl)methyl)isoxazol-5-yl)phenyl)ethynyl)-7-azaspiro[3.5]non-7-yl)propanoic acid methyl ester